2,2,3,3,4,4,5,5-octafluoro-1,6-hexamethylenediamine C(C(C(C(C(CN)(F)F)(F)F)(F)F)(F)F)N